4-((1-(4-(3-phenylimidazo[2,1-a][2,7]naphthyridin-2-yl)benzyl)piperidin-4-yl)amino)pyrimidine-2-carbonitrile C1(=CC=CC=C1)C1=C(N=C2N1C=CC1=CC=NC=C21)C2=CC=C(CN1CCC(CC1)NC1=NC(=NC=C1)C#N)C=C2